3-hydroxy-1-methylpyrrolidine-2,5-dione OC1C(N(C(C1)=O)C)=O